N/C(/NC)=N/C1=NC=C(C(=O)N([C@H](C)C2=C(C=CC=C2)F)CC2=NC=C(C=C2)Br)C=C1 (R,Z)-6-((amino(methylamino)methylene)amino)-N-((5-bromopyridin-2-yl)methyl)-N-(1-(2-fluorophenyl)ethyl)nicotinamide